N-(1-cyclopropyl-2-oxo-1,2-dihydropyridin-3-yl)-8-fluoro-7-isopropoxy-2-((1R,4S)-1-methyl-2-oxabicyclo[2.2.1]heptan-4-yl)imidazo[1,2-a]pyridine-6-carboxamide C1(CC1)N1C(C(=CC=C1)NC(=O)C=1C(=C(C=2N(C1)C=C(N2)[C@]21CO[C@](CC2)(C1)C)F)OC(C)C)=O